1-(4-(((6-(piperidin-4-yl)pyridin-2-yl)-oxy)methyl)-3-(trifluoromethoxy)phenyl)ethan-1-one N1CCC(CC1)C1=CC=CC(=N1)OCC1=C(C=C(C=C1)C(C)=O)OC(F)(F)F